3-(2-bromo-3-(1,4-benzodioxan-6-yl)anilino)-1-methylindazol BrC1=C(NC2=NN(C3=CC=CC=C23)C)C=CC=C1C1=CC2=C(OCCO2)C=C1